ClC1=C2C(=NC(=C1)Cl)N(N=C2C(C)C)C 4,6-dichloro-3-isopropyl-1-methyl-1H-pyrazolo[3,4-b]Pyridine